6-bromo-5-hydroxypyridin-2(1H)-one BrC1=C(C=CC(N1)=O)O